N1=NC(=C(C=C1)C(=O)[O-])C(=O)[O-] diazinedicarboxylate